OCCNCCCCCCC(=O)O 7-(2'-hydroxyethyl)amino-heptanoic acid